[Si](C)(C)(C(C)(C)C)OC=1C=C(COC2=C(C#N)C=CC=C2)C=CC1 2-((3-((tert-butyldimethylsilyl)oxy)benzyl)oxy)benzonitrile